N(=O)N1[C@H](CCC1)C(=O)O nitroso-D-proline